Cl.CC=1N=C2N(N=C(C=C2C)C=2NC(C3=C(N2)SC(=C3)C3CCNCC3)=O)C1 2-(2,8-Dimethylimidazo[1,2-b]pyridazin-6-yl)-6-(4-piperidyl)-3H-thieno[2,3-d]pyrimidin-4-one hydrogen chloride